4,5-difluoroimidazole FC=1N=CNC1F